C(C)(C)(C)OC(=O)N1CC(N(CC1)C=1N=C2N(C=C(C=C2)C(=O)O)C1)=O 2-(4-tert-butoxycarbonyl-2-oxo-piperazin-1-yl)imidazo[1,2-a]pyridine-6-carboxylic acid